tert-butyl(tert-butoxycarbonyl)(5-(4-(isopropylsulfonyl)phenyl)-3-(3-(4-(3-methylthioureido)phenyl)isoxazole-5-yl)pyrazin-2-yl)carbamate C(C)(C)(C)OC(N(C1=NC=C(N=C1C1=CC(=NO1)C1=CC=C(C=C1)NC(=S)NC)C1=CC=C(C=C1)S(=O)(=O)C(C)C)C(=O)OC(C)(C)C)=O